C(C)(C)(C)OC(=O)N1CCC(CC1)C1=NNC=C1C1=NC(=CC=C1)C 4-(4-(6-methylpyridin-2-yl)-1H-pyrazol-3-yl)piperidine-1-carboxylic acid tert-butyl ester